(2R,3S,4S)-4-hydroxy-2-[(4-methoxyphenyl)methyl]pyrrolidin-3-yl N-{[2-(azetidin-1-yl)pyridin-4-yl]methyl}carbamate N1(CCC1)C1=NC=CC(=C1)CNC(O[C@H]1[C@H](NC[C@@H]1O)CC1=CC=C(C=C1)OC)=O